FC1=C(C=CC(=C1)F)C1=NC=CC=C1CC(=O)N 2-(2,4-difluorophenyl)pyridine-3-carboxyamide